6-[4-[acetyl(methyl)amino]-3-methyl-phenyl]-N-[(2-methyl-3-pyridyl)methyl]pyridine-3-carboxamide C(C)(=O)N(C1=C(C=C(C=C1)C1=CC=C(C=N1)C(=O)NCC=1C(=NC=CC1)C)C)C